C(C)(C)(C)C1=NOC(=N1)C(=O)N[C@H](C)C1=C(C=C(C=C1)C1=NC(=NC=C1)Cl)C (R)-3-(tert-butyl)-N-(1-(4-(2-chloropyrimidin-4-yl)-2-methylphenyl)ethyl)-1,2,4-oxadiazole-5-carboxamide